2-(2-(4'-((S,E)-4-hydroxy-3-(2-((S)-1-hydroxyethyl)-1H-imidazol-1-yl)but-1-en-1-yl)-[1,1'-biphenyl]-4-yl)cyclopropoxy)propane-1,3-diol OC[C@H](/C=C/C1=CC=C(C=C1)C1=CC=C(C=C1)C1C(C1)OC(CO)CO)N1C(=NC=C1)[C@H](C)O